4-benzyl-3-(2-(4-(6-fluoroquinolin-4-yl)cyclohexyl)acetyl)oxazolidin-2-one C(C1=CC=CC=C1)C1N(C(OC1)=O)C(CC1CCC(CC1)C1=CC=NC2=CC=C(C=C12)F)=O